ClC1=C(C=CC(=C1)CN1CC(C1)(C)F)N1C=NC(=C1)C1=NC(=NC=C1C(F)(F)F)NC1CCN(CC1)S(=O)(=O)C 4-(1-(2-Chloro-4-((3-fluoro-3-methyl-azetidin-1-yl)methyl)-phenyl)-1H-imidazol-4-yl)-N-(1-(methyl-sulfonyl)piperidin-4-yl)-5-(trifluoromethyl)-pyrimidin-2-amine